1-((1r,3r)-3-((1H-tetrazol-5-yl)methyl)cyclobutyl)-3-(2-(difluoromethoxy)-6-methylpyridin-3-yl)-1-(2-isopropylphenyl)urea N1N=NN=C1CC1CC(C1)N(C(=O)NC=1C(=NC(=CC1)C)OC(F)F)C1=C(C=CC=C1)C(C)C